4-(8-Amino-3-((2S)-1-(5-((2-(2,6-dioxopiperidin-3-yl)-1,3-dioxoisoindoline-4-yl)thio)pentanoyl)pyrrolidin-2-yl)imidazo[1,5-a]pyrazin-1-yl)-N-(pyridin-2-yl)benzamide NC=1C=2N(C=CN1)C(=NC2C2=CC=C(C(=O)NC1=NC=CC=C1)C=C2)[C@H]2N(CCC2)C(CCCCSC2=C1C(N(C(C1=CC=C2)=O)C2C(NC(CC2)=O)=O)=O)=O